BrC1=CC(=C(O[C@H](C(=O)O)CF)C=C1)C1CCC1 (2R)-2-(4-bromo-2-cyclobutylphenoxy)-3-fluoropropionic acid